S-Octylglutathione C(CCCCCCC)SC[C@H](NC(CC[C@H](N)C(=O)O)=O)C(=O)NCC(=O)O